C(C1=CC=CC=C1)(SC1=CC=CC=C1)=O S-Phenyl benzothioate